C(C)C1=CC2=C(C(N(CC23CC3)CC(=O)O)=O)S1 2-{2'-Ethyl-7'-oxo-6',7'-dihydro-5'H-spiro[cyclopropane-1,4'-thieno[2,3-c]pyridin]-6'-yl}acetic acid